C1CCCC2=NC3=CC=CC=C3C(=C12)NCCCCOC1=CC=C2CCC(NC2=C1)=O 7-(4-((1,2,3,4-tetrahydroacridin-9-yl)amino)butoxy)-3,4-dihydroquinolin-2(1H)-one